5,6,5',6'-Tetrahydro-[6,6']bi[benzo[4,5]imidazo[1,2-c]quinazolinyl] C1=C2C=3N(C(NC2=CC=C1)C1NC2=CC=CC=C2C=2N1C1=C(N2)C=CC=C1)C1=C(N3)C=CC=C1